6-(2-amino-5-(4-(4-(cyclopropylmethyl)piperazin-1-yl)-3-fluorophenyl)-6-fluoropyridin-3-yl)-8-fluoro-3,4-dihydroisoquinolin-1(2H)-one NC1=NC(=C(C=C1C=1C=C2CCNC(C2=C(C1)F)=O)C1=CC(=C(C=C1)N1CCN(CC1)CC1CC1)F)F